2,3,10-trimethoxy-5,6,7,8,13,13a-hexahydroisoquinolino[2,1-b]isoquinolin-9-yl 3-fluorobenzenesulfonate FC=1C=C(C=CC1)S(=O)(=O)OC1=C(C=CC=2CC3N(CC12)CCC=1C=C(C(=CC13)OC)OC)OC